4-fluorobicyclo[2.2.2]octan-1-carboxamide FC12CCC(CC1)(CC2)C(=O)N